1-[3-Ethylsulfanyl-4-[3-methyl-6-(trifluoromethyl)imidazo[4,5-b]pyridin-2-yl]phenyl]cyclopropanecarbonitrile C(C)SC=1C=C(C=CC1C1=NC=2C(=NC=C(C2)C(F)(F)F)N1C)C1(CC1)C#N